tert-butyl-3-(dimethylcarbamoyl)-7,8-dihydro-4H-pyrazolo[1,5-a][1,4]diazepine C(C)(C)(C)C1=NN2C(CN=CCC2)=C1C(N(C)C)=O